3-[(1S)-6-hydroxy-2-methyl-3-oxo-2,3-dihydro-1H-isoindol-1-yl]-1H-indole-2-carbaldehyde OC1=CC=C2C(N([C@@H](C2=C1)C1=C(NC2=CC=CC=C12)C=O)C)=O